NC=1N=C(SC1C(C1=CC=C(C=C1)OC)=O)N(C1=CC=C(C=C1)Cl)C(C(=O)N)C (N-[4-Amino-5-(4-methoxybenzoyl)thiazol-2-yl]-4-chloroanilino)propanamid